(S)-3-(1H-indol-3-yl)-2-(4-methoxyphenylsulphonamido)-N-(4-morpholinophenyl)propanamide N1C=C(C2=CC=CC=C12)C[C@@H](C(=O)NC1=CC=C(C=C1)N1CCOCC1)NS(=O)(=O)C1=CC=C(C=C1)OC